2,5-dichloro-N-(2-iodophenyl)pyrimidine-4-amine ClC1=NC=C(C(=N1)NC1=C(C=CC=C1)I)Cl